C(C)(C)(C)OC(=O)NC=1C=C2C(=NN(C2=CC1)CC(=O)N(CC=1N=CN(C1)C(C1=CC=CC=C1)(C1=CC=CC=C1)C1=CC=CC=C1)CC(=O)O)C(N)=O 2-(2-(5-((tert-butoxycarbonyl)amino)-3-carbamoyl-1H-indazol-1-yl)-N-((1-trityl-1H-imidazol-4-yl)methyl)acetamido)acetic acid